FC1=C(C=CC=C1F)C=1CCCC2=C(C1C1=CC(=C(C=C1)CC1CN(C1)CCCF)F)C=CC=C2 8-(2,3-Difluorophenyl)-9-(3-fluoro-4-((1-(3-fluoropropyl)azetidin-3-yl)methyl)phenyl)-6,7-dihydro-5H-benzo[7]annulen